C1(CCC1)N1N=C(C2=NC=C(C=C21)C(=O)NC2(CS(C2)(=O)=O)C)C2=CC(=CC=C2)OC(F)F 1-cyclobutyl-3-(3-(difluoromethoxy)phenyl)-N-(3-methyl-1,1-dioxidothietan-3-yl)-1H-pyrazolo[4,3-b]pyridine-6-carboxamide